BrC1=CC(=C(N)C=C1)C p-bromo-o-methyl-aniline